ClC1=C(C=CC=C1)N1C(NC(C2=C1N=C(C(=C2)C#N)C2CC2)=O)=O 1-(2-chlorophenyl)-7-cyclopropyl-2,4-dioxo-1,2,3,4-tetrahydropyrido[2,3-d]pyrimidine-6-carbonitrile